tert-Butyl (S)-7-(4-(2-(3-amino-6-methylthieno[2,3-b]pyridine-2-carboxamido)ethyl)phenoxy)-5-oxa-2-azaspiro[3.4]octane-2-carboxylate NC1=C(SC2=NC(=CC=C21)C)C(=O)NCCC2=CC=C(O[C@@H]1COC3(CN(C3)C(=O)OC(C)(C)C)C1)C=C2